[Ti+4].CCCOC(CC(=O)C(OOC(C(CC(=O)[O-])=O)CC)CC)=O.CCCOC(CC(=O)C(OOC(C(CC(=O)[O-])=O)CC)CC)=O.CCCOC(CC(=O)C(OOC(C(CC(=O)[O-])=O)CC)CC)=O.CCCOC(CC(=O)C(OOC(C(CC(=O)[O-])=O)CC)CC)=O 3-propyldioxybis(ethyl acetoacetate) titanium